NC1=NC=2C=C(C=CC2C2=C1COC2)CN(C(=O)C=2C=NC(=NC2)C2CC2)C=2C(=NC(=CC2)OC)OC N-({4-amino-1H,3H-furo[3,4-c]quinolin-7-yl}methyl)-2-cyclopropyl-N-(2,6-dimethoxypyridin-3-yl)pyrimidine-5-carboxamide